C(CCCCCCCCCCCCC)N(CCCCCCCCCCCCCC)C(C1=C(C=CC=C1)O)C1=CC=C(C=C1)CCCCCCCCCCCC 2-((ditetradecylamino)(4-dodecylphenyl)methyl)phenol